The molecule is a hydroxy monocarboxylic acid anion obtained by deprotonation of the carboxy and one of the ortho-phenolic groups of demethylsulochrin. It is the major microspecies at pH 7.3 (according to Marvin v 6.2.0.). It is a hydroxy monocarboxylic acid anion and a phenolate anion. It is a conjugate base of a demethylsulochrin(1-). CC1=CC(=C(C(=C1)[O-])C(=O)C2=C(C=C(C=C2OC)O)C(=O)O)[O-]